methyl 3-(5-acetyl-4-fluorothiophen-2-yl)-3-[3-(hydroxymethyl)-4-methylphenyl]-2-methylpropionate C(C)(=O)C1=C(C=C(S1)C(C(C(=O)OC)C)C1=CC(=C(C=C1)C)CO)F